C1(=C(C=CC=C1)N1C=CC2=CC=CC=C12)C 1-(o-tolyl)-1H-indole